FC=1C=CC(=NC1)NCC=1C=CC=2N(C1)C=C(N2)CNC(=O)C=2N=C1N(C(C2)=O)C=CC=C1 N-[(6-{[(5-fluoropyridin-2-yl)amino]methyl}imidazo[1,2-a]pyridin-2-yl)methyl]-4-oxo-4H-pyrido[1,2-a]pyrimidine-2-carboxamide